BrC1=CC=C2C(=N1)C(C(N2)=O)=O 5-bromo-1H-pyrrolo[3,2-b]pyridine-2,3-dione